4-[(3aR,9bR)-7-[(2,6-dichlorophenyl)sulfanyl]-9b-(4-fluorobenzenesulfonyl)-1H,2H,3H,3aH,4H,5H,9bH-benzo[e]indole-3-carbonyl]-1λ6-thiane-1,1-dione ClC1=C(C(=CC=C1)Cl)SC1=CC2=C([C@@]3(CCN([C@@H]3CC2)C(=O)C2CCS(CC2)(=O)=O)S(=O)(=O)C2=CC=C(C=C2)F)C=C1